FC(=C(C(=O)O)F)C(=O)O difluorobutenedioic acid